3-(benzyloxy)-1-[(tert-butoxycarbonyl)amino]-4-oxopyridine-2-carboxylic acid C(C1=CC=CC=C1)OC1=C(N(C=CC1=O)NC(=O)OC(C)(C)C)C(=O)O